3-(9-((4-(aminomethyl)-2-methylphenyl)carbamoyl)-6-methyl-5,6-dihydro-4H-benzo[b]thieno[2,3-d]azepin-8-yl)-6-(propylcarbamoyl)picolinic acid NCC1=CC(=C(C=C1)NC(=O)C1=CC2=C(N(CCC3=C2SC=C3)C)C=C1C=1C(=NC(=CC1)C(NCCC)=O)C(=O)O)C